N(=[N+]=[N-])CC1=NC(=CC=C1)N1CC(C1)(F)F 2-(azidomethyl)-6-(3,3-difluoroazetidin-1-yl)pyridine